FC(CN1N=CC=2C1=NC(=CN2)NC2C[C@@H]1[C@@H](CN(C1)C=1N=NC(=CC1)C(F)(F)F)C2)F 1-(2,2-difluoroethyl)-N-((3aR,5s,6aS)-2-(6-(trifluoromethyl)pyridazin-3-yl)octahydrocyclopenta[c]pyrrol-5-yl)-1H-pyrazolo[3,4-b]pyrazin-6-amine